N-((4-methyl-3-(3-(trifluoromethyl)benzyl)-4,5,6,7-tetrahydropyrazolo[1,5-a]pyrimidin-6-yl)methyl)acrylamide CN1C=2N(CC(C1)CNC(C=C)=O)N=CC2CC2=CC(=CC=C2)C(F)(F)F